Tert-butyl {(3R,6S)-6-[(Z)-amino(hydroxyimino)methyl]tetrahydro-2H-pyran-3-yl}carbamate N\C(\[C@@H]1CC[C@H](CO1)NC(OC(C)(C)C)=O)=N/O